ClCC(=O)N1CCC(CC1)C#N (2-chloroacetyl)-4-piperidinenitrile